O[C@@H](CC(/C=C/C1=CC(=C(C=C1)O)OC)=O)CCCCCCC (R,E)-5-Hydroxy-1-(4-hydroxy-3-methoxyphenyl)dodec-1-en-3-one